FC(C1=C(C(=CC=C1)C(F)(F)F)[B-](C1=C(C=CC=C1C(F)(F)F)C(F)(F)F)(C1=C(C=CC=C1C(F)(F)F)C(F)(F)F)C1=C(C=CC=C1C(F)(F)F)C(F)(F)F)(F)F.C1(=CC=CC=C1)P(C1=CC=CC=C1)C1=CC=CC=C1 triphenylphosphine tetrakis(2,6-ditrifluoromethylphenyl)borate